7,7-difluoro-1-methylbicyclo[4.1.0]heptan-3-one FC1(C2CCC(CC12C)=O)F